tert-butyl (2S,4R)-2-((4-chloro-3-(trifluoromethyl) phenyl) carbamoyl)-4-methanesulfonyloxypyrrole-1-carboxylate ClC1=C(C=C(C=C1)NC(=O)C=1N(C=C(C1)OS(=O)(=O)C)C(=O)OC(C)(C)C)C(F)(F)F